COC=1C=C(C)C=C(C1)OC 3,5-dimethoxy-toluene